2-[4-(3-bromo-1H-pyrazolo[3,4-d]pyrimidin-4-yl)piperazin-1-yl]-2-(4-chlorophenyl)-N,N-dimethyl-ethanamine BrC1=NNC2=NC=NC(=C21)N2CCN(CC2)C(CN(C)C)C2=CC=C(C=C2)Cl